3-(2-(pyridin-2-yl)morpholino)-7,8-dihydro-1,6-naphthyridin N1=C(C=CC=C1)C1OCCN(C1)C=1C=NC=2CCN=CC2C1